[C@@H]12CNC[C@H]2C1OC1=NC(=CC(=C1)C1(C(NC1)=O)C)C1=CC=C(C=C1)F 3-(2-(((1R,5S,6s)-3-azabicyclo[3.1.0]hexan-6-yl)oxy)-6-(4-fluorophenyl)pyridin-4-yl)-3-methylazetidin-2-one